ClC1=CC(=C(C=N1)NC(=O)C1(CN(C1)S(N)(=O)=O)C1=C(C=CC=C1)C(C)C)C1CC1 N-(6-chloro-4-cyclopropylpyridin-3-yl)-3-(2-isopropylphenyl)-1-sulfamoylazetidine-3-carboxamide